ClC=1C(=NC=NC1)NC1=NNC2=CC(=CC=C12)[C@@H]1C[C@@]12C(NC1=CC=C(C=C21)OC)=O (1R,2S)-2-{3-[(5-chloropyrimidin-4-yl)amino]-1H-indazol-6-yl}-5'-methoxyspiro[cyclopropane-1,3'-indol]-2'(1'H)-one